1-([2,2'-Bipyridin]-6-yl)-9H-carbazole N1=C(C=CC=C1C1=CC=CC=2C3=CC=CC=C3NC12)C1=NC=CC=C1